5-Chloro-N4-(2-dimethylphosphorylphenyl)-N2-[3-methoxy-4-[2-methoxyethyl(methyl)amino]phenyl]pyrimidine-2,4-Diamine ClC=1C(=NC(=NC1)NC1=CC(=C(C=C1)N(C)CCOC)OC)NC1=C(C=CC=C1)P(=O)(C)C